COC=1C=C2CCN(CC2=CC1NC1=NC=C2C(=N1)N(N=C2)C[C@H]2[C@@H](CCC2)C(=O)N)C |r| rac-trans-2-[[6-[(6-methoxy-2-methyl-3,4-dihydro-1H-isoquinolin-7-yl)amino]pyrazolo[3,4-d]pyrimidin-1-yl]methyl]cyclopentanecarboxamide